4-(2,6-difluorophenyl)-5,6-dihydroimidazo[1,2-b][1,2,4]Triazole-2-carboxylic acid FC1=C(C(=CC=C1)F)N1CCN2N=C(N=C21)C(=O)O